FC=1C=C(CC=2C=C3C(=NNC3=CC2)NC(C2=C(C=C(C=C2)N2CCN(CC2)CC2=C(C=CC=C2)C2C(NC(CC2)=O)=O)NC2CCOCC2)=O)C=C(C1)F N-(5-(3,5-difluorobenzyl)-1H-indazol-3-yl)-4-(4-(2-(2,6-dioxopiperidin-3-yl)benzyl)piperazin-1-yl)-2-((tetrahydro-2H-pyran-4-yl)amino)benzamide